tert-butyl 2-((4-fluorophenyl)thio)piperidine-1-carboxylate FC1=CC=C(C=C1)SC1N(CCCC1)C(=O)OC(C)(C)C